2-(6-((2S,5R)-4-(1-(2,2-dimethylbenzo[d][1,3]dioxol-5-yl)ethyl)-2,5-dimethylpiperazin-1-yl)-3,9-dimethyl-2-oxo-3,9-dihydro-2H-purin-8-yl)acetonitrile CC1(OC2=C(O1)C=CC(=C2)C(C)N2C[C@@H](N(C[C@H]2C)C=2C=1N=C(N(C1N(C(N2)=O)C)C)CC#N)C)C